3-(4-((cyclopropylmethyl)sulfonyl)phenyl)-3-(5,7-dichloro-6-(2-(difluoromethoxy)phenyl)-1H-benzo[d]imidazol-2-yl)propionamide C1(CC1)CS(=O)(=O)C1=CC=C(C=C1)C(CC(=O)N)C1=NC2=C(N1)C(=C(C(=C2)Cl)C2=C(C=CC=C2)OC(F)F)Cl